N-(2-(3,3-dimethylazetidin-1-yl)ethyl)-3-(2-(4-(4-ethoxy-6-oxo-1,6-dihydropyridin-3-yl)-2-fluorophenyl)acetamido)-5-(trifluoromethyl)benzamide CC1(CN(C1)CCNC(C1=CC(=CC(=C1)C(F)(F)F)NC(CC1=C(C=C(C=C1)C1=CNC(C=C1OCC)=O)F)=O)=O)C